FC=1C=CC(=NC1)COC=1C=C2CN(C(C2=CC1)=O)C1=NN(C(C=C1)=O)COCC[Si](C)(C)C 5-[(5-Fluoro-2-pyridyl)methoxy]-2-[6-oxo-1-(2-trimethylsilylethoxymethyl)pyridazin-3-yl]isoindolin-1-one